N=C1NC2=C(N1CC(C)(O)C)C=C(C=C2)CN2CCN(CC2)C 1-(2-imino-6-((4-methylpiperazin-1-yl)methyl)-2,3-dihydro-1H-benzo[d]imidazol-1-yl)-2-methylpropan-2-ol